(cyclohex-1-en-1-yl)-8-(6-nitropyridin-3-yl)-2-(pyridin-2-ylamino)-1,9-dihydro-6H-purin-6-one C1(=CCCCC1)N1C(=NC=2NC(=NC2C1=O)C=1C=NC(=CC1)[N+](=O)[O-])NC1=NC=CC=C1